2-Bromo-6-(2-fluorophenoxy)aniline Potassium carbonate C([O-])([O-])=O.[K+].BrC1=C(N)C(=CC=C1)OC1=C(C=CC=C1)F.[K+]